ClC=1C(=CC=C2C(=CNC12)C1=NC(=NC=C1C(F)(F)F)Cl)C(=O)OC methyl 7-chloro-3-(2-chloro-5-(trifluoromethyl) pyrimidin-4-yl)-1H-indole-6-carboxylate